[Si](C)(C)(C(C)(C)C)OCC1CCC(CC1)C(=O)OC methyl 4-(((tert-butyldimethylsilyl)oxy)methyl)cyclohexane-1-carboxylate